OC1=C(C=CC(=C1)O)C(CC)N1C(CCC1)=O N-(1-(2,4-dihydroxyphenyl)propyl)-2-pyrrolidone